BrC=1C(=C(C=2N(C1)C=C(N2)CC2CC2)F)O 6-bromo-2-(cyclopropylmethyl)-8-fluoro-imidazo[1,2-a]pyridin-7-ol